C(C)C1=C(C(=C2CC3=CC=CC=C3C2=C1)C=CC(=O)O)C=CC(=O)O.C1(=CC=CC=C1)O.C1(=CC=CC=C1)O bisphenol ethyl-fluorenediacrylate